N'-(2-fluoro-5-methylphenyl)urea FC1=C(C=C(C=C1)C)NC(N)=O